[Si](C)(C)(C(C)(C)C)OCC1=NN2C(=NC=3C(=CC=C(C3C2=N1)C=1CCCOC1)OC)NCC1=C(C=C(C=C1)OC)OC 2-(((tert-butyldimethylsilyl)oxy)methyl)-10-(3,4-dihydro-2H-pyran-5-yl)-N-(2,4-dimethoxybenzyl)-7-methoxy-[1,2,4]triazolo[1,5-c]quinazolin-5-amine